C1(CC1)C1=CC(=NN1)NC(C(C)N1C(C=C(C=C1)C=1CNCCC1)=O)=O N-(5-cyclopropyl-1H-pyrazol-3-yl)-2-(2'-oxo-1,2,5,6-tetrahydro-[3,4'-bipyridin]-1'(2'H)-yl)propanamide